C(C)(C)(C)OC(=O)NC1=C(C=2C(=NC=C(C2S1)F)C=1C2=C(C=3C=NC(=NC3C1F)OCC1(CN(CC1)C(=O)OC(C)(C)C)F)COC2)C#N tert-Butyl 3-[[6-[2-(tert-butoxycarbonylamino)-3-cyano-7-fluoro-thieno[3,2-c]pyridin-4-yl]-5-fluoro-7,9-dihydrofuro[3,4-f]quinazolin-3-yl]oxymethyl]-3-fluoro-pyrrolidine-1-carboxylate